11-Difluoromethyl-dibenzo[b,e][1,4]diazepine FC(C=1C2=C(NC3=C(N1)C=CC=C3)C=CC=C2)F